Tert-butyl (3-(6-bromobenzo[d]oxazol-2-yl)propyl)carbamate BrC1=CC2=C(N=C(O2)CCCNC(OC(C)(C)C)=O)C=C1